FC1=CC=C(C=C1)C1=CC=2C3=C(NC2C=C1)CCN(C3)C(=O)C=3C=NC=CC3 (8-(4-fluorophenyl)-1,3,4,5-tetrahydro-2H-pyrido[4,3-b]indol-2-yl)(pyridin-3-yl)methanone